C(CCCCCCCCCCCCCCCCCC)OC(C(CC)I)=O.C(=O)(OC(C)(C)C)N1CCNCC1 monoBocpiperazine nonadecyl-2-iodobutyrate